4-((8-(1H-benzo[d]imidazol-6-yl)-2,3-dihydro-4H-pyrido[4,3-b][1,4]thiazin-4-yl)sulfonyl)-benzonitrile N1C=NC2=C1C=C(C=C2)C2=CN=CC1=C2SCCN1S(=O)(=O)C1=CC=C(C#N)C=C1